1-thia-6-azaspiro[3.3]heptane hydrochloride Cl.S1CCC12CNC2